(4-(difluoromethyl)phenethyl)-2,3,4,9-tetrahydro-1H-carbazol-1-amine FC(C1=CC=C(CCC2(CCCC=3C4=CC=CC=C4NC23)N)C=C1)F